OC1C(N(CC1)C1=NC(=CC(=C1)C=1C=C(C=CC1C)NC(=O)N1C[C@@H](CC1)CC(F)(F)F)N1CCOCC1)=O (3S)-N-[3-[2-(3-hydroxy-2-oxopyrrolidin-1-yl)-6-(morpholin-4-yl)pyridin-4-yl]-4-methylphenyl]-3-(2,2,2-trifluoroethyl)pyrrolidine-1-carboxamide